2-(piperidin-4-yl)-3H-quinazolin-4-one N1CCC(CC1)C1=NC2=CC=CC=C2C(N1)=O